1,2,5,6-tetrazine N1=NC=CN=N1